FC(OC1=C(C=C(C=C1)S(=O)(=O)C(CO)C)C1=NN(C=C1N1NC(C=C1)=O)C)F N-[3-[2-(difluoromethoxy)-5-(2-hydroxy-1-methyl-ethyl)sulfonyl-phenyl]-1-methyl-pyrazol-4-yl]pyrazoloN